isoxazolo[4,5-c]isoxazole O1N=CC2=NOC=C21